N-((2-(4-Isopropoxyphenyl)thiazol-5-yl)methyl)-2-(1H-1,2,4-triazol-1-yl)-6-(trifluoromethyl)pyridin-4-amine C(C)(C)OC1=CC=C(C=C1)C=1SC(=CN1)CNC1=CC(=NC(=C1)C(F)(F)F)N1N=CN=C1